2-fluoro-N-(3-methoxyphenyl)-7H-purine-6-amine FC1=NC(=C2NC=NC2=N1)NC1=CC(=CC=C1)OC